Octyltin oxide C(CCCCCCC)[Sn]=O